C(C)(C)(C)OC(NC=1C(=NC=CC1C=1C(=NC=C(C1)F)F)Cl)=O (2'-chloro-2,5-difluoro-[3,4'-bipyridyl]-3'-yl)carbamic acid tert-butyl ester